5-(difluorophenylmethyl)-N-[(3S)-2,3,4,5-tetrahydro-4-oxo-1,5-benzoxazepin-3-yl]-3-isoxazolecarboxamide FC(C1=CC(=NO1)C(=O)N[C@H]1COC2=C(NC1=O)C=CC=C2)(C2=CC=CC=C2)F